ClC=1C=CC(=NC1)S(=O)(=O)N1C[C@@H]([C@@](C1)(CO)O)OC1=CC(=C(C#N)C=C1)F 4-(((3S,4R)-1-((5-chloropyridin-2-yl)sulfonyl)-4-hydroxy-4-(hydroxymethyl)pyrrolidin-3-yl)Oxy)-2-fluorobenzonitrile